FC=1C=NC(=NC1)C1=CC(=NC=C1C(F)(F)F)NC(=O)N1C2CC(CC1(C2)C(=O)O)C 6-((4-(5-fluoropyrimidin-2-yl)-5-(trifluoromethyl)pyridin-2-yl)carbamoyl)-3-methyl-6-azabicyclo[3.1.1]heptane-1-carboxylic acid